methyl 4-(4-(((1r,4r)-4-(3-(3-fluoro-4-(trifluoromethoxy)phenyl)ureido)cyclohexyl)oxy)phenoxy)butanoate FC=1C=C(C=CC1OC(F)(F)F)NC(NC1CCC(CC1)OC1=CC=C(OCCCC(=O)OC)C=C1)=O